(S)-6-fluoro-3-((3-fluorobenzyl)amino)-5-(1-(o-tolyl)ethyl)-4H-benzo[e][1,2,4]thiadiazine 1,1-dioxide FC=1C=CC2=C(NC(=NS2(=O)=O)NCC2=CC(=CC=C2)F)C1[C@@H](C)C1=C(C=CC=C1)C